4-(3-(1H-1,2,4-triazol-5-yl)piperidin-1-yl)-7-(8-ethylnaphthalen-1-yl)-2-((hexahydro-1H-pyrrolizin-7a-yl)methoxy)-5,6,7,8-tetrahydropyrido[3,4-d]pyrimidine N1N=CN=C1C1CN(CCC1)C=1C2=C(N=C(N1)OCC13CCCN3CCC1)CN(CC2)C2=CC=CC1=CC=CC(=C21)CC